C1(CC1)[C@H](CP(O)(=O)C)C1=CC(=CC=C1)OCC1=CC(=C(C=C1)C1=C(C=CC(=C1)OC)F)[C@H](C(C)(C)C)OC ((S)-2-cyclopropyl-2-(3-((2'-fluoro-5'-methoxy-2-((S)-1-methoxy-2,2-dimethylpropyl)-[1,1'-biphenyl]-4-yl)methoxy)phenyl)ethyl)(methyl)phosphinic acid